ClC1=C2C(=NC=C1)NC(=C2C2=CC=C1CCN(C1=C2)C(C=C)=O)C2=CC=C(C=C2)N2CCN(CC2)CC 1-(6-(4-chloro-2-(4-(4-ethylpiperazin-1-yl)phenyl)-1H-pyrrolo[2,3-b]pyridin-3-yl)indolin-1-yl)prop-2-en-1-one